methyl (R)-4-(5-fluoro-4-((S)-1-fluoroethyl) pyridin-3-yl)-2-(fluoromethyl)-5-oxo-1,4,5,7-tetrahydrofuro[3,4-b]pyridine-3-carboxylate FC=1C(=C(C=NC1)[C@@H]1C2=C(NC(=C1C(=O)OC)CF)COC2=O)[C@H](C)F